C(#N)C1=CC(=C(COC2=NC=CC=C2)C=C1)F ((4-cyano-2-fluorobenzyl)oxy)pyridine